(S)-N1-(1-(2-(ethylsulfonamido)-2-oxoethyl)-2-oxo-1,2-dihydropyridin-3-yl)-N6-methyl-2-(1-methyl-1H-imidazole-5-carboxamido)-5-oxohexanediamide C(C)S(=O)(=O)NC(CN1C(C(=CC=C1)NC([C@H](CCC(C(=O)NC)=O)NC(=O)C1=CN=CN1C)=O)=O)=O